[Si](C1=CC=CC=C1)(C1=CC=CC=C1)(C(C)(C)C)OCC=1C=CC=2C3=C(C=NC2C1)N(N=C3)C(C(=O)OC)C(C)C methyl 2-(7-(((tert-butyldiphenylsilyl)oxy)methyl)-3H-pyrazolo[3,4-c]quinolin-3-yl)-3-methylbutanoate